(S)-N-(2-fluorobenzyl)-N-(4-hydroxyphenyl)-3-(6-(3-(morpholinomethyl)-1,2,3,4-tetrahydroisoquinoline-2-carbonyl)benzo[d][1,3]dioxol-5-yl)-5,6,7,8-tetrahydroindolizine-1-carboxamide FC1=C(CN(C(=O)C=2C=C(N3CCCCC23)C2=CC3=C(OCO3)C=C2C(=O)N2CC3=CC=CC=C3C[C@H]2CN2CCOCC2)C2=CC=C(C=C2)O)C=CC=C1